FC1=CC=CC=2N1N=C(C2)[C@H]2N(CCC1=C2N=CN1)C(=O)C=1OC(=NN1)C=1C=NC=CC1 (S)-(4-(7-fluoropyrazolo[1,5-a]pyridin-2-yl)-6,7-dihydro-1H-imidazo[4,5-c]pyridin-5(4H)-yl)(5-(pyridin-3-yl)-1,3,4-oxadiazol-2-yl)methanone